tertbutyl peroxyneoheptanoate C(CCC(C)(C)C)(=O)OOC(C)(C)C